C(#N)C=1C=C(C(=NC1)N1CCNCC1)NC(=O)C=1C(=NN(C1)C)OC N-(5-cyano-2-(piperazin-1-yl)pyridin-3-yl)-3-methoxy-1-methyl-1H-pyrazole-4-carboxamide